acrylonitrile pyridinium salt [NH+]1=CC=CC=C1.C(C=C)#N